CC1(COC1)CN[C@@H]1[C@@H](CCCCC1)OC=1C=C2CN(C(C2=CC1)=O)C1C(NC(CC1)=O)=O 3-(5-(((1R,2S)-2-(((3-methyloxetan-3-yl)methyl)amino)cycloheptyl)oxy)-1-oxoisoindolin-2-yl)piperidine-2,6-dione